epoxyphenol borate B(O)(O)OC1=C2C(=CC=C1)O2